2-((dimethylamino)methylene)-5-(4-(trifluoromethyl)phenyl)cyclohexane-1,3-dione CN(C)C=C1C(CC(CC1=O)C1=CC=C(C=C1)C(F)(F)F)=O